ClC1=C(CC2=CN=C(S2)N)C=CC=C1 5-(2-chlorobenzyl)thiazole-2-amine